2-azido-2-(2-fluoro-[1,1'-biphenyl]-4-yl)-N-(3-methylpyridin-2-yl)propanamide tert-butyl-(2-(((2-butylbenzo[d]oxazol-6-yl)oxy)difluoromethyl)allyl)carbamate C(C)(C)(C)N(C(O)=O)CC(=C)C(F)(F)OC1=CC2=C(N=C(O2)CCCC)C=C1.N(=[N+]=[N-])C(C(=O)NC1=NC=CC=C1C)(C)C1=CC(=C(C=C1)C1=CC=CC=C1)F